N1(CCCC1)CCCOC1=CC=C(C=C1)C=1OC2=CC=CC=C2C(C1OC)=O 2-(4-(3-(pyrrolidin-1-yl)propoxy)phenyl)-3-methoxy-4H-chromen-4-one